[N-](S(=O)(=O)C(F)(F)F)S(=O)(=O)C(F)(F)F.NC(CC)N1CC(CC1)C 1-aminopropyl-3-methylpyrrolidine bis(trifluoromethanesulfonyl)imide salt